N-(4-cyano-2-fluorophenyl)-4-(thiophen-3-ylmethyl)-1H-pyrrole-3-sulfonamide C(#N)C1=CC(=C(C=C1)NS(=O)(=O)C1=CNC=C1CC1=CSC=C1)F